ClC=1C=C(C=C(C1)Cl)C(=CC(=O)C1=CC(=C(C(=O)O)C=C1)C)C(F)(F)F 4-(3-(3,5-Dichlorophenyl)-4,4,4-trifluorobut-2-enoyl)-2-methylbenzoic acid